4-(5-amino-1-(1,4-dioxaspiro[4.5]decan-8-yl)imidazo[1,5-c]pyrimidin-3-yl)-N-(4-(trifluoromethyl)pyridin-2-yl)benzamide NC1=NC=CC=2N1C(=NC2C2CCC1(OCCO1)CC2)C2=CC=C(C(=O)NC1=NC=CC(=C1)C(F)(F)F)C=C2